CC1=CC(C(C1)C(=C)C)C1=C(C=C(C=C1O)CCCCC)O 2-(3-methyl-5-(prop-1-en-2-yl)cyclopent-2-en-1-yl)-5-pentylbenzene-1,3-diol